O=C1CC2(CNC2)CC1 6-oxo-2-azaspiro[3.4]octane